OCC1N2CCC(C1)CC2 (hydroxymethyl)quinuclidine